N1(N=CC=C1)CCC#N PYRAZOLE-1-PROPANENITRILE